C1(CCC1)C=1C(=NN(C1NC(CC1CC(C1)(F)F)=O)C)CC1CC(C1)(F)F N-(4-cyclobutyl-3-((3,3-difluorocyclobutyl)methyl)-1-methyl-1H-pyrazol-5-yl)-2-(3,3-difluorocyclobutyl)acetamide